C(#N)C1(CC1)NS(=O)(=O)C=1C=C(C=2N(C1)C(=NC2)C=2SC(=NN2)C(F)F)N2C[C@@H](N[C@H](C2)C)COC(F)F |o1:28,30| rel-N-(1-cyanocyclopropyl)-8-((3R,5S)-3-((difluoromethoxy)methyl)-5-methylpiperazin-1-yl)-3-(5-(difluoromethyl)-1,3,4-thiadiazol-2-yl)imidazo[1,5-a]pyridine-6-sulfonamide